N-cyclopropyl-2-(difluoromethoxy)-4-[7-[(1-isopropyl-3-piperidyl)methoxy]imidazo[1,2-a]pyridin-3-yl]-6-methoxy-benzamide C1(CC1)NC(C1=C(C=C(C=C1OC)C1=CN=C2N1C=CC(=C2)OCC2CN(CCC2)C(C)C)OC(F)F)=O